(1-(dimethylamino)-2-propanol) zirconium [Zr].CN(CC(C)O)C